C(C)SC1=CC(=C(C=C1OC)C=1C=NC=CC1)OC 3-(4-(ethylsulfanyl)-2,5-dimethoxyphenyl)pyridine